FC(OC1=CC=C2C=CC=NC2=C1C=1C=CC(=NC1CC)N)F 5-(7-(difluoromethoxy)quinolin-8-yl)-6-ethylpyridin-2-amine